CN(C1=CC=C(C=C1)N\C(=C\1/C(NC=2C1=NC=C(C2)C(=O)OC)=O)\C2=CC=CC=C2)CCN2CCN(CC2)C (Z)-methyl 3-(((4-(methyl(2-(4-methylpiperazin-1-yl)ethyl)amino)phenyl)amino)(phenyl)methylene)-2-oxo-2,3-dihydro-1H-pyrrolo[3,2-b]pyridine-6-carboxylate